C1(CC1)CNC1=NC=CC2=C1N=C(N=C2)NC2=C(C=C(C=C2)C=2C=NN(C2)C)OC N8-(cyclopropylmethyl)-N2-(2-methoxy-4-(1-methyl-1H-pyrazol-4-yl)phenyl)pyrido[3,4-d]pyrimidine-2,8-diamine